1-(5-((5-chloro-4-(6-methyl-[1,1'-biphenyl]-3-yl)pyrimidin-2-yl)amino)pyridin-3-yl)pyrrolidin-2-one ClC=1C(=NC(=NC1)NC=1C=C(C=NC1)N1C(CCC1)=O)C=1C=C(C(=CC1)C)C1=CC=CC=C1